CS(=O)(=O)OCC=1C(=NC(=NC1)Cl)C (2-chloro-4-methylpyrimidin-5-yl)methyl methanesulfonate